N-[[2-[[(1-methoxycyclobutyl)methyl-amino]methyl]-1H-indol-6-yl]methyl]-4-oxo-pyrido[1,2-a]pyrimidine-2-carboxamide COC1(CCC1)CNCC=1NC2=CC(=CC=C2C1)CNC(=O)C=1N=C2N(C(C1)=O)C=CC=C2